3-Chloro-5-(9-phenyl-9H-carbazol-3-yl)benzenethiol ClC=1C=C(C=C(C1)C=1C=CC=2N(C3=CC=CC=C3C2C1)C1=CC=CC=C1)S